C1(CC1)NC(C1=C(C=CC=C1)SC1=CC=C2C(=NNC2=C1)\C=C\C1=NC=C(C=C1)OCCC1CCN(CC1)C)=O N-cyclopropyl-2-({3-[(E)-2-{5-[2-(1-methylpiperidin-4-yl)ethoxy]pyridin-2-yl}vinyl]-1H-indazol-6-yl}thio)benzamide